Dipentyl 2,3-dicyclohexyl-2-methylsuccinate C1(CCCCC1)C(C(=O)OCCCCC)(C(C(=O)OCCCCC)C1CCCCC1)C